Cl.NC12C[C@H]3C([C@H](CC(C1)C3)C2)C2=CC(=C(C(=O)NC3=NNC1=CC=C(C=C31)CC3=CC(=CC(=C3)F)F)C=C2)NC2CCOCC2 4-((1R,3S,5s,7s)-5-aminoadamantan-2-yl)-N-(5-(3,5-difluorobenzyl)-1H-indazol-3-yl)-2-((tetrahydro-2H-pyran-4-yl)amino)benzamide hydrochloride